N-(2-chloro-4-fluorobenzyl)cyclobutanamine ClC1=C(CNC2CCC2)C=CC(=C1)F